FCC(=O)N1CC2=NC(=CC=C2C1)OCC1=C(N=NN1C)C1=CC=C(C=C1)F 2-fluoro-1-(2-{[4-(4-fluorophenyl)-1-methyl-1H-1,2,3-triazol-5-yl]methoxy}-5,7-dihydro-6H-pyrrolo[3,4-b]pyridin-6-yl)ethanone